C(#C)C1=C2C(=CC(=CC2=CC=C1F)O)C1=C(C=2N=C(N=C(C2C=N1)N1CCCCC1)OC([2H])([2H])[C@]12CCCN2C[C@@H](C1)F)F 5-ethynyl-6-fluoro-4-[8-fluoro-2-({[(2R,7aS)-2-fluorotetrahydro-1H-pyrrolizin-7a(5H)-yl](2H2)methyl}oxy)-4-(piperidin-1-yl)pyrido[4,3-d]pyrimidin-7-yl]naphthalen-2-ol